2-(dimethylamino)-5-(3-((4-phenethoxyphenyl)carbamoyl)phenyl)nicotinic acid CN(C1=C(C(=O)O)C=C(C=N1)C1=CC(=CC=C1)C(NC1=CC=C(C=C1)OCCC1=CC=CC=C1)=O)C